((4r,5s,7r,8r,9s,10r)-8,10-dihydroxy-7-(hydroxymethyl)-9-(4-(3,4,5-trifluorophenyl)-1H-1,2,3-triazol-1-yl)-1,6-dioxaspiro[4.5]dec-4-yl)imidazo[2,1-b]thiazole-5-carboxamide O[C@H]1[C@H](O[C@@]2([C@@H](CCO2)C2=CN3C(S2)=NC=C3C(=O)N)[C@@H]([C@H]1N1N=NC(=C1)C1=CC(=C(C(=C1)F)F)F)O)CO